(2S,4r,6S)-6-(4-(6-cyclobutyl-2,6-diazaspiro[3.3]heptane-2-carbonyl)phenyl)-7-((5-cyclopropyl-7-methyl-1H-indol-4-yl)methyl)-7-azaspiro[3.5]nonane-2-carbonitrile C1(CCC1)N1CC2(CN(C2)C(=O)C2=CC=C(C=C2)[C@@H]2CC3(CC(C3)C#N)CCN2CC2=C3C=CNC3=C(C=C2C2CC2)C)C1